methyl 4'-propionamido-[1,1'-biphenyl]-4-carboxylate C(CC)(=O)NC1=CC=C(C=C1)C1=CC=C(C=C1)C(=O)OC